NCC(=O)C1=CC=CC=C1 2-amino-1-phenylethan-1-one